Tert-butyl (R)-3-(6-(6-chloro-1H-pyrrolo[2,3-b]pyridin-4-yl)-7-methyl-5,6,7,8-tetrahydropyrido[4,3-d]pyrimidin-4-yl)azetidine-1-carboxylate ClC1=CC(=C2C(=N1)NC=C2)N2CC1=C(N=CN=C1C1CN(C1)C(=O)OC(C)(C)C)C[C@H]2C